C(C)C1CN(C2=CC=CC=3C=C(N1C32)C=3N(C2=C(N3)C(=CC(=C2)C#N)F)CC#C)CCCO 2-[11-ethyl-9-(3-hydroxypropyl)-1,9-diazatricyclo[6.3.1.04,12]dodeca-2,4(12),5,7-tetraen-2-yl]-7-fluoro-3-prop-2-ynyl-benzimidazole-5-carbonitrile